allyl-2-amino-6-(cyanomethyl)-pyrazolo[1,5-a]pyrimidine C(C=C)C=1C(=NN2C1N=CC(=C2)CC#N)N